P1=C(C(=C(C=C1)C=CC(=O)O)C=CC(=O)O)C=CC(=O)O phosphorinetriacrylic acid